7-{3-[(2-ethoxyethyl)carbamoyl]azetidin-1-yl}-4-oxo-1-(1,2,4-thiadiazol-5-yl)-1,4-dihydro-1,8-naphthyridine-3-carboxylic acid C(C)OCCNC(=O)C1CN(C1)C1=CC=C2C(C(=CN(C2=N1)C1=NC=NS1)C(=O)O)=O